(S)-3-(3-chloro-4-fluorophenyl)-1-(8-fluoro-6-oxo-1,2,3,4,5,6-hexahydrophenanthridin-1-yl)-1-isobutylurea ClC=1C=C(C=CC1F)NC(N(CC(C)C)[C@H]1CCCC=2NC(C3=CC(=CC=C3C12)F)=O)=O